1,2,3,5-tetramercaptobenzene SC1=C(C(=CC(=C1)S)S)S